ClC=1C=C2C(=NN1)NC(C1(N2CCN(C1)C(=O)OC(C)(C)C)CC)=O tert-butyl 2-chloro-6a-ethyl-6-oxo-5,6,6a,7,9,10-hexahydro-8H-pyrazino[1',2':4,5]pyrazino[2,3-c]pyridazine-8-carboxylate